CC1(CC1)OC=1C=C2C(=NNC2=CC1)C1=NC=NC(=C1)N1C[C@@H](N(CC1)CC1CCNCC1)C 5-(1-methylcyclopropoxy)-3-[6-[(3S)-3-methyl-4-(4-piperidylmethyl)piperazin-1-yl]pyrimidin-4-yl]-1H-indazole